(2S,3S)-3-(2,4-dimethylphenyl)-4-methylpentan-2-yl N-{[3-(acetoxymethoxy)-4-methoxypyridin-2-yl]carbonyl}-L-alaninate C(C)(=O)OCOC=1C(=NC=CC1OC)C(=O)N[C@@H](C)C(=O)O[C@@H](C)[C@@H](C(C)C)C1=C(C=C(C=C1)C)C